5-chloro-3-fluoro-2-(((2-tosylhydrazino)methyl)phenyl)piperazine-1-carboxylic acid tert-butyl ester C(C)(C)(C)OC(=O)N1C(C(NC(C1)Cl)F)C1=C(C=CC=C1)CNNS(=O)(=O)C1=CC=C(C)C=C1